O=C1NC(CCC1N1C(N(C2=C1C=CC=C2C#CCOCCCN(C(OC(C)(C)C)=O)C)C)=O)=O tert-butyl N-[3-([3-[1-(2,6-dioxopiperidin-3-yl)-3-methyl-2-oxo-1,3-benzodiazol-4-yl] prop-2-yn-1-yl] oxy) propyl]-N-methylcarbamate